C(#N)C([C@@H](C)NC(=O)C=1C(=NC(=NC1)C(C)(F)F)OC1=CC=CC=C1)=C (R)-N-(3-cyanobut-3-en-2-yl)-2-(1,1-difluoroethyl)-4-phenoxypyrimidine-5-carboxamide